CC=1N=C(C2=C(N1)C1=C(O2)C=CC=C1)N1[C@@H](C[C@@H](C1)CC(=O)NC1=CC=C(C=C1)N1CCN(CC1)C)C(=O)O (2S,4R)-1-(2-methylbenzofuro[3,2-d]pyrimidin-4-yl)-4-(2-((4-(4-methylpiperazin-1-yl)phenyl)amino)-2-oxoethyl)pyrrolidine-2-carboxylic acid